tri-tertbutylphosphite C(C)(C)(C)OP(OC(C)(C)C)OC(C)(C)C